C(N)(OCC(=O)NC1=CC(=CC=C1)C=1N=NN(C1)CC1=C(C=C(C=C1F)C=1OC(=NN1)C(F)F)F)=O (2-((3-(1-(4-(5-(difluoromethyl)-1,3,4-oxadiazol-2-yl)-2,6-difluorobenzyl)-1H-1,2,3-triazol-4-yl) phenyl) amino)-2-oxoethyl) carbamate